1-(3,5-dimethoxyphenyl)-3-hydroxypropan-1-one COC=1C=C(C=C(C1)OC)C(CCO)=O